NC1=C2N=CN(C2=NC=N1)C[C@@H](C)OCP(OCCCOCCCCCCCCCCCCCCC#C)(O)=O 3-(hexadec-15-yn-1-yloxy)propyl hydrogen ((((R)-1-(6-amino-9H-purin-9-yl)propan-2-yl)oxy)methyl)phosphonate